OCC1CC2C(NC(N2)=O)CO1 6-(hydroxymethyl)hexahydropyrano[3,4-d]imidazol-2(3H)-one